trifluoromethyl-benzo[4,5]imidazo[2,1-a]isoquinoline FC(F)(F)C1=CC=CC=2C=CN3C(C12)=NC1=C3C=CC=C1